(3-chloro-4-fluorophenyl)(1-methyl-5-(trifluoromethyl)-1H-pyrazol-3-yl)methanone ClC=1C=C(C=CC1F)C(=O)C1=NN(C(=C1)C(F)(F)F)C